C(C)(C)(C)C=1C=C(C=C(C1O)C)CCC(=O)OCCOCCOCCOC(CCC1=CC(=C(C(=C1)C)O)C(C)(C)C)=O triethylene glycol-bis[3-(3-t-butyl-5-methyl-4-hydroxyphenyl) propionate]